(S)-3-Methyl-1,2,3,5,6,7-hexahydrodicyclopenta[b,e]pyridin-8-amine C[C@H]1CCC=2C1=NC1=C(C2N)CCC1